Tert-butyl N-[2-[2-[2-[2-[4-[2-(2,6-dioxo-3-piperidyl)-1,3-dioxo-isoindolin-5-yl]piperazin-1-yl]ethoxy]ethoxy]ethoxy]ethyl]carbamate O=C1NC(CCC1N1C(C2=CC=C(C=C2C1=O)N1CCN(CC1)CCOCCOCCOCCNC(OC(C)(C)C)=O)=O)=O